O=C1N(C(CC1)=O)OC([C@@H](NC(=O)OCC1C2=CC=CC=C2C=2C=CC=CC12)CCCC(N)C(=O)OC(C)(C)C)=O 6-[(1,1-dimethylethoxy)carbonyl]-N2-[(9H-fluoren-9-ylmethoxy)carbonyl]-L-lysine 2,5-dioxo-1-pyrrolidinyl ester